CC1=CC(=NN1C=1C=C2C=CN(C2=CC1)CC1=CC=C(C=C1)C1CCC2(CN(C2)C)CC1)C(=O)N 5-Methyl-1-(1-(4-(2-methyl-2-azaspiro[3.5]nonan-7-yl)benzyl)-1H-indol-5-yl)-1H-pyrazol-3-carboxamid